C1(CCC1)NCC1=CNC=2C=CC=C(C12)O 3-[(Cyclobutylamino)methyl]-1H-indol-4-ol